FC(C(=O)[O-])(C(C(C(C(C(C(C(C(C(C(C(C(C(C(C(C(F)(F)F)(F)F)(F)F)(F)F)(F)F)(F)F)(F)F)(F)F)(F)F)(F)F)(F)F)(F)F)(F)F)(F)F)(F)F)(F)F)F perfluoro-stearate